methyl-oleic acid CC(C(=O)O)CCCCCC\C=C/CCCCCCCC